C(C1=CC=CC=C1)N1C[C@H](N(C[C@@H]1CC)C(=O)OC(C)(C)C)CC tert-Butyl (2R,5S)-4-benzyl-2,5-diethylpiperazine-1-carboxylate